C(#N)C1=CC=C(C=C1)NC(=O)C1CC(CCC1C(C)C)C menthanecarboxylic acid N-(4-cyanophenyl)-amide